1-Cyclopropyl-6-fluoro-2-(4-methoxypyrimidin-5-yl)-1H-benzo[d]imidazol C1(CC1)N1C(=NC2=C1C=C(C=C2)F)C=2C(=NC=NC2)OC